BrC=1C=NN(C1)C1=C(C=C(C=C1Cl)C(C(F)(F)F)(C(F)(F)F)F)Cl 4-Bromo-1-[2,6-dichloro-4-(1,1,1,2,3,3,3-heptafluoropropan-2-yl)phenyl]-1H-pyrazole